N-(2,3-dihydroxypropyl)-5-methoxy-4-(2-(spiro[2.3]hex-5-yl)vinyl)pyridinecarboxamide OC(CNC(=O)C1=NC=C(C(=C1)C=CC1CC2(CC2)C1)OC)CO